C(C)OC1=CC=C(C=C1)N1[C@@H]2CN(C[C@H](C1)CC2(C)C)CCCC#N 4-((1R,5S)-6-(4-ethoxyphenyl)-9,9-dimethyl-3,6-diazabicyclo[3.2.2]nonan-3-yl)butanenitrile